C(CC)[C@@H]1C=COC1 (R)-4-propyl-4,5-dihydrofuran